C(C)(=O)N1CC2(C1)N(C(CN(C2=O)C2=C(C=C(C=C2)Cl)F)=O)[C@@H](C)C2=CC=C(C=C2)C(F)(F)F (S)-2-acetyl-8-(4-chloro-2-fluorophenyl)-5-(1-(4-(trifluoromethyl)phenyl)ethyl)-2,5,8-triazaspiro[3.5]nonane-6,9-dione